COC(C1=C(C(=C(C(=C1)CC1=C(C(=CC=C1)N)F)F)F)NC1=C(C=C(C=C1)I)F)=O 5-[(3-amino-2-fluorophenyl)methyl]-3,4-difluoro-2-(2-fluoro-4-iodoanilino)benzoic acid methyl ester